C(C)(C)(C)NC1CN(CC1)C=1N=NC(=CN1)C1=C(C=C(C=C1)C1=NC=CC=N1)O 2-{3-[3-(tert-butylamino)pyrrolidin-1-yl]-1,2,4-triazin-6-yl}-5-(pyrimidin-2-yl)phenol